5-(3-chlorophenyl)-N-[2,5-difluoro-4-(trifluoromethyl)phenyl]-1H-pyrrole-3-sulfonamide ClC=1C=C(C=CC1)C1=CC(=CN1)S(=O)(=O)NC1=C(C=C(C(=C1)F)C(F)(F)F)F